CN(CC(=O)N1CCC(CC1)C1=NNC(=C1C(C)C)C=1C=C(C=2N(C1)N=CN2)C)C 2-(dimethylamino)-1-(4-(4-isopropyl-5-(8-methyl-[1,2,4]triazolo[1,5-a]pyridin-6-yl)-1H-pyrazol-3-yl)piperidin-1-yl)ethan-1-one